CP(C1=C(C=CC(=C1)S(=O)(=O)C)NCC#C)(C)=O dimethyl-(5-(methylsulfonyl)-2-(prop-2-yn-1-ylamino)phenyl)phosphine oxide